7-bromo-3-ethyl-8-methoxy-3-methyl-2,3-dihydro-1,5-benzothiazepine-4(5H)-one BrC=1C(=CC2=C(NC(C(CS2)(C)CC)=O)C1)OC